2,2-dimethyl-7-(4-methylpiperazin-1-yl)-2H-chromen-3-carbaldehyde CC1(OC2=CC(=CC=C2C=C1C=O)N1CCN(CC1)C)C